NC1=NN(C=C1C=1C2=C(N=CN1)NC=C2)C2(CNC2)CC#N 2-[3-(3-amino-4-{7H-pyrrolo[2,3-d]pyrimidin-4-yl}pyrazol-1-yl)azetidine-3-yl]acetonitrile